ClC1=CC=C(C=2OC3=C(C21)C=CC=C3)C3=C2C=CC=CC2=C(C2=CC=CC=C32)C3=NC(=NC(=N3)C3=CC=CC=C3)C3=CC=CC=C3 2-(10-(1-chlorodibenzofuran-4-yl)anthracen-9-yl)-4,6-diphenyl-1,3,5-triazine